Triethylpentylammonium bis(trifluoromethanesulfonyl)imide salt [N-](S(=O)(=O)C(F)(F)F)S(=O)(=O)C(F)(F)F.C(C)[N+](CCCCC)(CC)CC